5,6,7,8-tetrahydroquinazolin-7-ol N1=CN=CC=2CCC(CC12)O